5-chloro-N-[3-[1-(4-chloro-1H-imidazol-2-yl)imidazo[1,5-a]pyridin-6-yl]-2,4-difluorophenyl]-2-methoxypyridine-3-sulfonamide ClC=1C=C(C(=NC1)OC)S(=O)(=O)NC1=C(C(=C(C=C1)F)C=1C=CC=2N(C1)C=NC2C=2NC=C(N2)Cl)F